C1OC12[C@@]1(CN(CC1)C(=O)OC(C)(C)C)CC2 tert-butyl (4S)-2-oxa-6-azadispiro[2.0.44.23]decane-6-carboxylate